F[C@@H]1CN(CC[C@@H]1OC([2H])([2H])[2H])C1=NC=CC(=N1)NC=1N=CC2=C(C=CC(=C2C1)C(C)C)N1[C@@H]([C@H](C1)CS(=O)(=O)C)C N-(2-((3R,4S)-3-fluoro-4-(methoxy-d3)piperidin-1-yl)pyrimidin-4-yl)-5-isopropyl-8-((2R,3S)-2-methyl-3-((methylsulfonyl)methyl)azetidin-1-yl)isoquinolin-3-amine